(1R,2R,3S,4R)-4-(2-chloro-6-((3-chlorophenylmethyl)amino)-9H-purin-9-yl)-2,3-dihydroxy-N-methylbicyclo[3.1.0]Hexane-1-carboxamide ClC1=NC(=C2N=CN(C2=N1)[C@H]1[C@@H]([C@@H]([C@]2(CC12)C(=O)NC)O)O)NCC1=CC(=CC=C1)Cl